3-bromo-5-isopropyl-2-methoxybenzonitrile BrC=1C(=C(C#N)C=C(C1)C(C)C)OC